2-(2-oxo-2,3-dihydro-1H-pyrido[2,3-b][1,4]thiazin-3-yl)-N-((tetrahydro-2H-thiopyran-4-yl)methyl)acetamide O=C1NC2=C(SC1CC(=O)NCC1CCSCC1)N=CC=C2